C(C1=CC=CC=C1)NC1=NC(=C2NC(N(C2=N1)[C@H]1CN(CCC1)C(=O)OC(C)(C)C)=O)C 2-Methyl-2-propanyl (3R)-3-[2-(benzylamino)-6-methyl-8-oxo-7,8-dihydro-9H-purin-9-yl]-1-piperidinecarboxylate